1-cyclopropyl-6-fluoro-7-[1-(2-hydroxyethyl)-1H-pyrazol-4-yl]-3-({[(3S)-1-(6-methylpyridin-3-yl)piperidin-3-yl][(2-methylpyridin-4-yl)methyl]amino}methyl)-1,4-dihydroquinolin C1(CC1)N1C=C(CC2=CC(=C(C=C12)C=1C=NN(C1)CCO)F)CN(CC1=CC(=NC=C1)C)[C@@H]1CN(CCC1)C=1C=NC(=CC1)C